FC(C(=O)O)(F)F.FC(C(=O)O)(F)F.N(C(=N)N)CCNCC1=NC2=C(C=CC=C2C=C1)NS(=O)(=O)C1=CC=C(C=C1)C(F)(F)F N-(2-(((2-Guanidinoethyl)amino)methyl)quinolin-8-yl)-4-(trifluoromethyl)benzenesulfonamide di-trifluoroacetate